N1(CCCC1)C(=O)ON1CC=2C=CC(N(C2C=C1)C(C)(C)C)NC1=NC=C(C(=N1)C1=CC2=C(N(N=C2C(=C1)F)C)C(C)C)F (tert-butyl 2-((5-fluoro-4-(7-fluoro-3-isopropyl-2-methyl-2H-indazol-5-yl) pyrimidin-2-yl) amino) dihydro-1,6-naphthyridin-6(5H)-yl) pyrrolidine-1-carboxylate